C12(CC(C1)C2)C(=O)N2[C@H]([C@H]([C@H](C2)F)NS(=O)(=O)C)CC=2C(=C(C=CC2)C2=CC=CC=C2)F N-{(2S,3R,4S)-1-(bicyclo[1.1.1]pentane-1-carbonyl)-4-fluoro-2-[(2-fluoro[1,1'-biphenyl]-3-yl)methyl]pyrrolidin-3-yl}methanesulfonamide